(R)-3-butyl-7-(dimethylamino)-8-(hydroxymethyl)-2-(4-methoxybenzyl)-5-phenyl-2,3,4,5-tetrahydro-1,2,5-benzothiadiazepine 1,1-dioxide C(CCC)[C@H]1N(S(C2=C(N(C1)C1=CC=CC=C1)C=C(C(=C2)CO)N(C)C)(=O)=O)CC2=CC=C(C=C2)OC